4-nitro-1-(3,3,3-trifluoro-2-methyl-2-((trimethylsilyl)oxy)propyl)-1H-pyrazole [N+](=O)([O-])C=1C=NN(C1)CC(C(F)(F)F)(O[Si](C)(C)C)C